FC=1C=CC2=C(CN(C3=NC4=C(C=NCCS2)C=NN4C=C3)C)C1 11-fluoro-14-methyl-6,7,13,14-tetrahydro-1,15-ethenopyrazolo[4,3-f][1,4,8,10]benzothiatriazacyclotridecin